CN(NC(=O)OC(C)(C)C)C(=O)C=1N=CSC1C tert-butyl 2-methyl-2-(5-methylthiazole-4-carbonyl)hydrazine-1-carboxylate